C[N+]1(CC(C=C2C3=C4C(C[C@@H]12)=CNC4=CC=C3)C(N[C@H](C)CCC)=O)[O-] (6aR)-7-methyl-9-(((R)-pentan-2-yl)carbamoyl)-4,6,6a,7,8,9-hexahydroindolo[4,3-fg]quinoline 7-oxide